ClC=1C=CC(=NC1C1=NN=C(N1C)C1=C(C=CC=C1F)F)NC 5-chloro-6-(5-(2,6-difluorophenyl)-4-methyl-4H-1,2,4-triazol-3-yl)-N-methylpyridin-2-amine